FC(C=1C=CC=2N(N1)C(=CN2)C2=CC(=NC=N2)N2CCOCC(C2)CNS(=O)(=O)C)F N-((4-(6-(6-(Difluoromethyl)imidazo[1,2-b]pyridazin-3-yl)pyrimidin-4-yl)-1,4-oxazepan-6-yl)methyl)methanesulfonamide